FC=1C(=C(C(=C(C1)N=[N+]=[N-])F)F)F tetrafluoroazidobenzol